1-(4-chlorophenyl)-4-ethynyl-5-methyl-imidazole-2-carboxamide ClC1=CC=C(C=C1)N1C(=NC(=C1C)C#C)C(=O)N